2,4-bis(benzyloxy)-5-isopropyl-N-(2-morpholinylphenyl)benzamide methyl-2-(3-oxo-6-(perfluorophenyl)-2,3-dihydro-4H-benzo[b][1,4]oxazin-4-yl)acetate COC(CN1C2=C(OCC1=O)C=CC(=C2)C2=C(C(=C(C(=C2F)F)F)F)F)=O.C(C2=CC=CC=C2)OC2=C(C(=O)NC1=C(C=CC=C1)N1CCOCC1)C=C(C(=C2)OCC2=CC=CC=C2)C(C)C